4-{6-[2-(6,7-Difluoro-2,4-dimethyl-indol-1-yl)-ethylamino]-pyrimidin-4-yl}-2-ethoxybenzoic acid FC1=CC(=C2C=C(N(C2=C1F)CCNC1=CC(=NC=N1)C1=CC(=C(C(=O)O)C=C1)OCC)C)C